7-octenyl-di(allyl)chlorosilane methyl-2-bromo-5-(5-chlorobenzo[d]oxazol-2-yl)isonicotinate COC(C1=CC(=NC=C1C=1OC2=C(N1)C=C(C=C2)Cl)Br)=O.C(CCCCCC=C)[Si](Cl)(CC=C)CC=C